FC1=C(C=CC(=C1)C(F)(F)F)CN1CCC2(CN(C2)C(=O)N2C[C@@H](CC2)C(=O)N)CC1 (3R)-1-[7-[[2-Fluoro-4-(trifluoromethyl)phenyl]methyl]-2,7-diazaspiro[3.5]nonane-2-carbonyl]pyrrolidine-3-carboxamide